4-[3-fluoro-5-methoxy-4-(4-piperidylmethyl)phenyl]-1-[(4-methoxyphenyl)methyl]-6-methyl-pyrazolo[3,4-c]pyridin-7-one hydrochloride Cl.FC=1C=C(C=C(C1CC1CCNCC1)OC)C=1C2=C(C(N(C1)C)=O)N(N=C2)CC2=CC=C(C=C2)OC